2-(4-(2-((4-chloro-2-fluorobenzyl)oxy)pyrimidin-4-yl)-2,5-difluorobenzyl)-1-((3S,4R)-4-methyltetrahydrofuran-3-yl)-1H-benzo[d]imidazole-6-carboxylic acid ClC1=CC(=C(COC2=NC=CC(=N2)C2=CC(=C(CC3=NC4=C(N3[C@@H]3COC[C@@H]3C)C=C(C=C4)C(=O)O)C=C2F)F)C=C1)F